5-bromo-3-iodo-6-methoxy-2-methyl-indazole BrC1=CC2=C(N(N=C2C=C1OC)C)I